C(C1=CC=CC=C1)OC1=C2CCCCC2=CC=C1C(C)=O 1-(5-benzyloxy-tetralin-6-yl)ethanone